C(C=C)C1C2CCC(CN1CC1=CC=C(C=C1)OC)N2C(=O)[O-] 2-allyl-3-(4-methoxybenzyl)-3,8-diazabicyclo[3.2.1]octane-8-carboxylate